4-(3-amino-2-chlorophenoxy)-N-cyclopropyl-2-[(2-fluoro-4-iodophenyl)amino]-1,5-dimethyl-6-oxopyridine-3-carboxamide NC=1C(=C(OC=2C(=C(N(C(C2C)=O)C)NC2=C(C=C(C=C2)I)F)C(=O)NC2CC2)C=CC1)Cl